3-methyl-7-((1-methylpiperidin-3-yl)amino)pyrazolo[1,5-d][1,2,4]triazin-4(5H)-one CC=1C=NN2C(=NNC(C21)=O)NC2CN(CCC2)C